BrC1=C(C(=C2C(=NC(=NC2=C1F)OC[C@]12CCCN2C[C@@H](C1)F)N1CC2CCC(C1)N2C(=O)OC(C)(C)C)OC)Cl tert-butyl 3-(7-bromo-6-chloro-8-fluoro-2-(((2R,7aS)-2-fluorotetrahydro-1H-pyrrolizin-7a(5H)-yl)methoxy)-5-methoxyquinazolin-4-yl)-3,8-diazabicyclo[3.2.1]octane-8-carboxylate